CS(=O)(=O)C1=NC2=CC=CC=C2C=C1N 2-methanesulfonylquinolin-3-amine